manganese-silicon-vanadium nitrogen [N].[V].[Si].[Mn]